(3-Aminopyrrolidin-1-yl)(4-(4-fluorobenzyl)-3,4-dihydroquinoxalin-1(2H)-yl)methanone fumarate C(\C=C\C(=O)O)(=O)O.NC1CN(CC1)C(=O)N1CCN(C2=CC=CC=C12)CC1=CC=C(C=C1)F